4-methyl-2,3,6-trimethoxyphenol CC1=C(C(=C(C(=C1)OC)O)OC)OC